[1,2,3]thiadiazolo[4,5-c]pyridine S1N=NC=2C=NC=CC21